C(C)(C)(CC)OC(C)(C)CC di(tert-amyl) ether